ClC1=CC(=C(CC2(CCC2)C#N)C=C1)C 1-(4-chloro-2-methylbenzyl)cyclobutane-1-carbonitrile